((((4-(2-(4-fluorophenyl) acetamido) benzyl) oxy) carbonyl) amino) propanoate C(CC)(=O)ONC(=O)OCC1=CC=C(C=C1)NC(CC1=CC=C(C=C1)F)=O